6-(tert-butyl)-10-cyclobutoxy-2-oxo-6,7-dihydro-2H-pyrido[2',1':3,4]pyrazino[1,2-b]indazole-3-carboxylic acid ethyl ester C(C)OC(=O)C=1C(C=C2N(C(CN3N=C4C(=CC=CC4=C32)OC3CCC3)C(C)(C)C)C1)=O